2-((2,2,2-trifluoroethyl)thio)phenol FC(CSC1=C(C=CC=C1)O)(F)F